3-chloro-pyrazin-2-amine ClC=1C(=NC=CN1)N